(4aS,7aS)-7-vinyl-1-hydroxy-1,4a,5,7a-tetrahydrocyclopenta[c]pyran-4-carboxylic acid methyl ester COC(=O)C=1[C@@H]2[C@H](C(OC1)O)C(=CC2)C=C